NC(C(=O)O)CC(C)C 2-amino-4-methylpentan-1-oic acid